[Si]([O-])([O-])([O-])[O-].[Ca+2].[Ca+2] dicalcium silicate